pyrazole-4-sulfonamide, sodium salt [Na+].N1N=CC(=C1)S(=O)(=O)[NH-]